NCCCCN1C2=C(N(C(C3=C1C=CC=C3)=O)C)C=CC(=C2)Cl 5-(4-aminobutyl)-7-chloro-10-methyl-5,10-dihydro-11H-dibenzo[b,e][1,4]diazepin-11-one